C(#N)C=1C(=NC(=NC1)N[C@H]1CN(CCC1)C=1SC2=C(N1)C=C(C=C2)NC(C=C)=O)OC (R)-N-(2-(3-((5-Cyano-4-methoxypyrimidin-2-yl)amino)piperidin-1-yl)benzo[d]thiazol-5-yl)acrylamide